BrC1=CC=C2C=3C=CC(=CC3C(C2=C1)(CCCC)CCCC)C=O 7-bromo-9,9-dibutylfluorene-2-carbaldehyde